N-[2-(5-methoxy-1,3-dihydroisoindol-2-yl)pyrimidin-4-yl]-1H-indazol-5-amine COC=1C=C2CN(CC2=CC1)C1=NC=CC(=N1)NC=1C=C2C=NNC2=CC1